S1C(=NC2=C1C=CC=C2)NC2=C(C(=C(N=N2)NC=2SC=CN2)C)CO 2-({6-[(1,3-Benzothiazol-2-yl)amino]-5-(hydroxymethyl)-4-methylpyridazin-3-yl}amino)-1,3-thiazole